CN1N=NC2=C1C=CC(=C2C)[C@@H](CC(=O)O)C=2C=C(C1=C(C=CS1)C2)CN2CC1(OC3=C(C2)C=NC(=C3)O)CC1 (3S)-3-(1,4-Dimethyl-1H-benzotriazol-5-yl)-3-{7-[(8'-hydroxy-3'H-spiro[cyclopropane-1,2'-pyrido[3,4-f][1,4]oxazepin]-4'(5'H)-yl)methyl]-1-benzothiophen-5-yl}propanoic acid